C(C)(C)(C)C1N(CCC12CCN(CC2)C2=CC=C1C(=NN(C1=C2)C)N2C(NC(CC2)=O)=O)C(=O)OC(C)(C)C=2SC=CC2 2-(thiophen-2-yl)propan-2-ol tert-butyl-8-[3-(2,4-dioxohexahydropyrimidin-1-yl)-1-methyl-indazol-6-yl]-2,8-diazaspiro[4.5]decane-2-carboxylate